pinenylmethyldimethoxysilane C12=C(C(CC(C1(C)C)C2)C[SiH](OC)OC)C